tert-butyl N-{6-[(2R)-2-[(tert-butoxycarbonyl)amino]-3-methanesulfonylpropyl]-7-methylthieno[3,2-c]pyridazin-4-yl}-N-(thiophen-2-ylmethyl)carbamate C(C)(C)(C)OC(=O)N[C@H](CC1=C(C=2N=NC=C(C2S1)N(C(OC(C)(C)C)=O)CC=1SC=CC1)C)CS(=O)(=O)C